C(C)N1N=C(C2=C1C(NCC1(CCOCC1)C2)=O)C[C@H](COC(CCOC)=O)C 3-Methoxypropionic acid [(2R)-3-(1-ethyl-8-oxo-spiro[6,7-dihydro-4H-pyrazolo[3,4-c]azepin-5,4'-tetrahydropyran]-3-yl)-2-methyl-propyl] ester